BrC=1C=C(CN=[N+]=[N-])C=C(C1)Br 3,5-dibromobenzyl azide